ISOPENTYL ISOVALERATE (isopentyl 3-methylbutanoate) C(CC(C)C)C(C(=O)O)C(C)C.C(CC(C)C)(=O)OCCC(C)C